N1C(CCCC1)C(=O)O piperidine-2-formic acid